C[Ge](C(CC(C)C)S(=O)(=O)C1=CC=CC=C1)(C)C trimethyl-(3-methyl-1-(phenylsulfonyl)butyl)germane